OC1(CC=C(C=C1)O)C 4-hydroxy-4-methyl-phenol